erythritol octamethacrylate C(C(=C)C)(=O)O.C(C(=C)C)(=O)O.C(C(=C)C)(=O)O.C(C(=C)C)(=O)O.C(C(=C)C)(=O)O.C(C(=C)C)(=O)O.C(C(=C)C)(=O)O.C(C(=C)C)(=O)O.C([C@H](O)[C@H](O)CO)O